2-(2,6-diisopropylphenyl)-5-(dimethylamino)imidazo[1,5-a]pyridin-3-ylidenegold(I) chloride C(C)(C)C1=C(C(=CC=C1)C(C)C)N1C(N2C(C=CC=C2N(C)C)=C1)=[Au-2]Cl